3'-{(1R)-1-[(6,7-dimethoxy-2-methylquinazolin-4-yl)amino]ethyl}-N,N-dimethylbiphenyl-2-carboxamide COC=1C=C2C(=NC(=NC2=CC1OC)C)N[C@H](C)C=1C=C(C=CC1)C=1C(=CC=CC1)C(=O)N(C)C